NN1C=NC(=C2N3C(N=C12)N(C(N3C)=O)CCN3CCN(CC3)C3=C(C=C(C=C3)F)F)C3=NC=CC=C3 5-Amino-3-[2-[4-(2,4-difluorophenyl)piperazin-1-yl]ethyl]-1-methyl-8-(2-pyridyl)[1,2,4]triazolo[5,1-f]purin-2-one